C(C)OC(=O)C=1C=NN2C1N=C(C=C2)N2[C@H](C[C@@H](C2)F)C=2C(=NC=C(C2)F)OCCNC(=O)OC(C)(C)C 5-((2R,4S)-2-(2-(2-((tert-butoxycarbonyl)amino)ethoxy)-5-fluoropyridinyl)-4-fluoropyrrolidin-1-yl)pyrazolo[1,5-a]pyrimidine-3-carboxylic acid ethyl ester